S(C)(=O)(=O)O.C(CC#C)S(=O)(=O)N1CCC(CC1)N 1-(but-3-yn-1-ylsulfonyl)piperidin-4-ylamine mesylate